(R)-(6-(4-(5-fluoro-2-methoxyphenyl)piperidin-1-yl)-2-azaspiro[3.4]oct-2-yl)(oxetan-3-yl)methanone FC=1C=CC(=C(C1)C1CCN(CC1)[C@H]1CC2(CN(C2)C(=O)C2COC2)CC1)OC